2,5-dicumylphenol C(C)(C)(C1=CC=CC=C1)C1=C(C=C(C=C1)C(C)(C)C1=CC=CC=C1)O